C(C)N(C(=O)NC(C(F)(F)F)CC(F)F)[C@H](C)C1=CC(=CC=C1)C=1N=C(C=2N(C1)C=CN2)OC 1-ethyl-1-((R)-1-(3-(8-methoxyimidazo[1,2-a]pyrazin-6-yl)phenyl)ethyl)-3-(1,1,1,4,4-pentafluorobutan-2-yl)urea